copper-arsenic-tellurium [Te].[As].[Cu]